COC1=NC=CC(=C1)C1=C(C=2CCC2C=C1)NC(=O)N=[S@@](=O)(N)C=1C=NN2C1OC(C2)(C)C (S)-N'-((3-(2-methoxypyridin-4-yl)bicyclo[4.2.0]octa-1(6),2,4-trien-2-yl)carbamoyl)-2,2-dimethyl-2,3-dihydropyrazolo[5,1-b]oxazole-7-sulfonimidamide